7-Bromo-N-(5-(3-(2,2-dimethylpyrrolidin-1-yl)propanamido)-2-methylpyridin-3-yl)-[1,2,4]triazolo[4,3-a]pyridine-3-carboxamide BrC1=CC=2N(C=C1)C(=NN2)C(=O)NC=2C(=NC=C(C2)NC(CCN2C(CCC2)(C)C)=O)C